FC1(C2=CC=CC=C2C2=C(SC(NS(C=3C=CC=C(NCCCCC1)C3)(=O)=O)=N2)I)F 14,14-difluoro-6-iodo-2λ6,5-dithia-3,20,26-triazatetracyclo[19.3.1.14,7.08,13]hexacosa-1(25),4(26),6,8,10,12,21,23-octaene 2,2-dioxide